1,6-anhydro-4-O-p-tolylsulfonyl-β-D-glucopyranose C1(=CC=C(C=C1)S(=O)(=O)O[C@H]1[C@@H]([C@H]([C@H]2O[C@@H]1CO2)O)O)C